COC(=O)C1=CN(C(C=C1NC1CCN(CC1)C)=O)C1(CC1)C(F)F 1-(1-(difluoromethyl)cyclopropyl)-4-((1-methylpiperidin-4-yl)amino)-6-oxo-1,6-dihydropyridine-3-carboxylic acid methyl ester